COC=1C=C(C=C(C1)OC)C(=C1CCN(CC1)C(=O)C=1C=NC=C(C1)C)C1=CC(=CC=C1)F (4-((3,5-dimethoxyphenyl)(3-fluorophenyl)methylene)piperidin-1-yl)(5-methylpyridin-3-yl)methanone